NNCC amino(ethyl)amin